3-hydroxy-2-(4-methylbenzoyl)-3-(p-tolyl)isoindoline-1-one OC1(N(C(C2=CC=CC=C12)=O)C(C1=CC=C(C=C1)C)=O)C1=CC=C(C=C1)C